5H-PYRROLO[3,2-B:4,5-B']DIPYRIDIN-3-YL-BORONIC ACID N1=C2C(=CC(=C1)B(O)O)NC=1C2=NC=CC1